OC1(CCOCC1)C#CC1=CC=NC2=C1OC[C@@H](C(N2C)=O)NC(=O)C2=NC=CC(=C2)OC2=CC=CC=C2 (S)-N-(9-((4-hydroxytetrahydro-2H-pyran-4-yl)ethynyl)-5-methyl-4-oxo-2,3,4,5-tetrahydropyrido[3,2-b][1,4]oxazepin-3-yl)-4-phenoxypyridineamide